(E)-1-(2,4-dihydroxy-3,5-dimethylphenyl)-3-(3,4-methylenedioxyphenyl)-2-propen-1-one OC1=C(C=C(C(=C1C)O)C)C(\C=C\C1=CC2=C(C=C1)OCO2)=O